F[C@@]1(C=2C=CC=NC2[C@@](CC1)(C)O)C(=O)NCC1=C(C(=C(C=C1)F)F)F (5S,8S)-5-fluoro-8-hydroxy-8-methyl-N-(2,3,4-trifluorobenzyl)-5,6,7,8-tetrahydro-quinoline-5-carboxamide